C(C(C)C)N1N=NC=2C=NC(=CC21)C2=NN(C=C2N)COCC[Si](C)(C)C 3-(1-Isobutyl-1H-[1,2,3]triazolo[4,5-c]pyridin-6-yl)-1-((2-(trimethylsilyl)ethoxy)methyl)-1H-pyrazol-4-amine